6-(2-hydroxy-2-(3-(trifluoromethyl)phenyl)acetyl)-2-(1-phenylcyclopropyl)-5,6,7,8-tetrahydropyrido[4,3-d]pyrimidin-4(3H)-one OC(C(=O)N1CC2=C(N=C(NC2=O)C2(CC2)C2=CC=CC=C2)CC1)C1=CC(=CC=C1)C(F)(F)F